ClC=1C(=C(C=CC1)C1=C(C=C(C=C1CCC)CCC)CCC)P(C(C)(C)C)C(C)(C)C chloro(2-di-t-butylphosphino-2',4',6'-tri-1-propyl-1,1'-biphenyl)